2-(((1R)-1-(2-cyano-7-methyl-3-(1-oxa-6-azaspiro[3.4]octan-6-yl)quinoxalin-5-yl)ethyl)amino)benzoic acid C(#N)C1=NC2=CC(=CC(=C2N=C1N1CC2(CCO2)CC1)[C@@H](C)NC1=C(C(=O)O)C=CC=C1)C